N[C@H](C(=O)O)CCCC L-α-aminocaproic acid